2-(8-bromodibenzofuran-2-yl)-4,6-dichloro-1,3,5-triazine BrC=1C=CC2=C(C3=C(O2)C=CC(=C3)C3=NC(=NC(=N3)Cl)Cl)C1